ClC1=C(C=CC=C1)NC1=CC=C2C(=NNC2=C1)NC(C1=CC=C(C=C1)C1CCN(CC1)C)=O N-(6-((2-Chlorophenyl)amino)-1H-indazol-3-yl)-4-(1-methylpiperidin-4-yl)benzamid